FC(COCCOC1=NN(C=C1)C1C2CC1(C2)N)(F)F 4-[2-(2,2,2-trifluoroethoxy)ethoxy-1H-pyrazol-1-yl]bicyclo[1.1.1]pentan-1-amine